(pyrazin-2-ylmethyl) thioacetate C(C)(=S)OCC1=NC=CN=C1